(7-methyl-6-phenyl-4a,7a-dihydro-7H-pyrrolo[2,3-d]pyrimidin-5-yl)(4-(pyridin-4-yl)piperazin-1-yl)methanone CN1C(=C(C2C1N=CN=C2)C(=O)N2CCN(CC2)C2=CC=NC=C2)C2=CC=CC=C2